O.[Ce] cerium water